FC(S(=O)C1=CC=CC=C1)F difluoromethanesulfinylbenzene